Cl.C(C)(C)(C)NC[C@@H](COC1=NSN=C1N1CCOCC1)OC(=O)[C@@H](C)OC(CCCCCCCCCCCCCCCCC)=O Octadecanoic acid (R)-1-[(S)-1-(tert-butylamino-methyl)-2-(4-morpholin-4-yl-[1,2,5]thiadiazol-3-yloxy)-ethoxycarbonyl]-ethyl ester hydrochloride